C(C)NC(=O)NC1=NC2=CC(=CC=C2C=N1)NCC=1C=NC=CC1 1-Ethyl-3-(7-((pyridin-3-ylmethyl)amino)quinazolin-2-yl)urea